Ethyl [4-(4-{5-[3-fluoro-5-(trifluoromethyl)phenyl]-7-[{[1-(methoxymethyl)cyclobutyl]methyl}(methyl)amino]-1H-imidazo[4,5-b]pyridin-2-yl}phenoxy)piperidin-1-yl]acetate FC=1C=C(C=C(C1)C(F)(F)F)C1=CC(=C2C(=N1)N=C(N2)C2=CC=C(OC1CCN(CC1)CC(=O)OCC)C=C2)N(C)CC2(CCC2)COC